CN(S(=O)(=O)N([C@@H]1[C@@H](N(CC1)C(=O)OC(C)(C)C)COC1CCC(CC1)C1=CC(=CC=C1)OS(=O)(=O)C(F)(F)F)CC1=CC=C(C=C1)OC)C tert-butyl (2R,3S)-3-((N,N-dimethylsulfamoyl)(4-methoxybenzyl)amino)-2-(((4-(3-(((trifluoromethyl)sulfonyl)oxy)phenyl)cyclohexyl)-oxy)methyl)pyrrolidine-1-carboxylate